C(C)OCC1=CC2=C(N=C(N=C2)S(=O)(=O)C)N(C1=O)CC(F)(F)F 6-(Ethoxymethyl)-2-(methylsulfonyl)-8-(2,2,2-trifluoroethyl)pyrido[2,3-d]pyrimidin-7(8H)-one